FC(C1=NN(C=C1)CC1N=C(SC(C1)(C)C)C=1C=NC2=C(C(=CC=C2C1)F)F)F 4-[[3-(difluoromethyl)pyrazol-1-yl]methyl]-2-(7,8-difluoro-3-quinolyl)-6,6-dimethyl-4,5-dihydro-1,3-thiazine